C(C)(C)(C)OC(=O)N(C(OC(C)(C)C)=O)C1=NC(=CC=C1OC)C=1OC=CN1 tert-butyl N-(tert-butoxycarbonyl)-N-[3-methoxy-6-(1,3-oxazol-2-yl)pyridin-2-yl]carbamate